C(C)(=O)OC1COC(C1)C 5-methyltetrahydrofuran-3-yl acetate